1-(4-chlorophenyl)-2-methylpropan-2-yl 2-(tert-butoxycarbonyl(methyl)amino)propanoate C(C)(C)(C)OC(=O)N(C(C(=O)OC(CC1=CC=C(C=C1)Cl)(C)C)C)C